6-[3-oxo-3-[4-[5-(trifluoromethyl)pyrimidin-2-yl]piperazin-1-yl]prop-1-enyl]-4-(trifluoromethyl)-2-(2-trimethylsilylethoxymethyl)pyridazin-3-one O=C(C=CC=1C=C(C(N(N1)COCC[Si](C)(C)C)=O)C(F)(F)F)N1CCN(CC1)C1=NC=C(C=N1)C(F)(F)F